tert-butyl ((1R,2S,4r,7R)-1-hydroxy-2-((R)-5H-imidazo[5,1-a]isoindol-5-yl)spiro[3.5]nonan-7-yl)carbamate O[C@@H]1[C@@H](CC12CCC(CC2)NC(OC(C)(C)C)=O)[C@H]2N1C(C3=CC=CC=C23)=CN=C1